C(C)(C)(C)OC(=O)N[C@H](C(=O)OCC)CC1=CC=C(C=C1)OCCCN1CCC(CC1)=C1C2=C(CCC=3C1=NC=CC3)C=C(C=C2)Cl ethyl (S)-2-((t-butoxycarbonyl)amino)-3-(4-(3-(4-(8-chloro-5,6-dihydro-11H-benzo[5,6]cyclohepta[1,2-b]pyridin-11-ylidene)piperidin-1-yl)propoxy)phenyl)propanoate